α-naphthoic acid calcium [Ca].C1(=CC=CC2=CC=CC=C12)C(=O)O